COC1=C(C=CC=C1OC)C1=CC2=C(NC(=N2)CCNCCC=2OC=C(N2)C(=O)NCC2=NC=CC=C2F)C=C1 2-(2-((2-(5-(2,3-dimethoxyphenyl)-1H-benzo[d]imidazol-2-yl)ethyl)amino)ethyl)-N-((3-fluoropyridin-2-yl)methyl)oxazole-4-carboxamide